N-cyclobutyl-1-[[2-[2,6-dichloro-4-[6-(difluoromethyl)-3,5-dioxo-1,2,4-triazin-2-yl]phenoxy]-5-hydroxy-4-pyridyl]sulfonylamino]cyclopropanecarboxamide C1(CCC1)NC(=O)C1(CC1)NS(=O)(=O)C1=CC(=NC=C1O)OC1=C(C=C(C=C1Cl)N1N=C(C(NC1=O)=O)C(F)F)Cl